C(#N)C1=C2N=C(C=NC2=CC=C1NC=1C(=C(C=CC1F)NS(=O)(=O)CCC)F)N1CCOCC1 N-(3-(5-cyano-3-morpholinoquinoxalin-6-ylamino)-2,4-difluorophenyl)propane-1-sulfonamide